7-METHYL-1H-INDOLE-3-CARBOXALDEHYDE CC=1C=CC=C2C(=CNC12)C=O